4-[[3-[2-chloro-4-(cyanomethoxy)-3-fluoro-phenyl]imidazo[1,2-a]pyrazin-8-yl]amino]-N-[2-[2-(dimethyl-amino)ethoxy]-ethyl]-2-ethyl-benzamide ClC1=C(C=CC(=C1F)OCC#N)C1=CN=C2N1C=CN=C2NC2=CC(=C(C(=O)NCCOCCN(C)C)C=C2)CC